1-(5-bromo-2,3-dihydro-1H-inden-1-yl)-4-(tetrahydro-2H-pyran-4-yl)piperazine BrC=1C=C2CCC(C2=CC1)N1CCN(CC1)C1CCOCC1